2-(4-methoxy-3-nitrophenyl)-4,4,5-trimethyl-1,3,2-dioxaborolane COC1=C(C=C(C=C1)B1OC(C(O1)(C)C)C)[N+](=O)[O-]